5-((6-((5-carbamoylpyridin-3-yl)amino)-1-methyl-1H-pyrazolo[3,4-d]pyrimidin-3-yl)amino)-N-(2-(2,2-dimethylpyrrolidin-1-yl)ethyl)-6-methylnicotinamide C(N)(=O)C=1C=C(C=NC1)NC1=NC=C2C(=N1)N(N=C2NC=2C(=NC=C(C(=O)NCCN1C(CCC1)(C)C)C2)C)C